C(CCC)OC1=C(C=CC=C1F)NC(\C=C\C1=CC=C(C=C1)OC)=O (E)-N-(2-butoxy-3-fluorophenyl)-3-(4-methoxyphenyl)acrylamide